FC=1C=C(C(=O)N(C=2C=CC=3N(C2)C=CN3)C)C=CC1F 6-[(3,4-difluorobenzoyl)-methyl-amino]imidazo[1,2-a]pyridin